O[C@@]1(CC[C@@H]2[C@H]3CC[C@@]4([C@H](CC[C@H]4[C@@H]3CC[C@@H]2C1)C(=O)NC1=C(N=C2N1C=CC=C2)C)C)C (3R,5R,8R,9R,10S,13S,14S,17S)-3-hydroxy-3,13-dimethyl-N-(2-methylimidazo[1,2-a]pyridin-3-yl)hexadecahydro-1H-cyclopenta[a]phenanthrene-17-carboxamide